3-trifluoromethylphenyl-ethylamine FC(C=1C=C(C=CC1)NCC)(F)F